N[C@H]1C2N(CC1CC2)C(=O)C=2C=C(C=1N(C2)N=C(C1C)C1=CC=2C(=NC(=CC2)C2=CC=C3CNC(C3=C2)=O)N1CC1CC1)F 6-(2-(6-((7R)-7-amino-2-azabicyclo[2.2.1]heptane-2-carbonyl)-4-fluoro-3-methylpyrazolo[1,5-a]pyridin-2-yl)-1-(cyclopropylmethyl)-1H-pyrrolo[2,3-b]pyridin-6-yl)isoindolin-1-one